C(C)(=O)N1CC(C1)OC1=CC2=C(C(N(CCN2C)C[C@@H](CN2CC3=CC=CC=C3CC2)O)=O)C=C1 8-(1-Acetylazetidin-3-yl)oxy-4-[(2R)-3-(3,4-dihydro-1H-isoquinolin-2-yl)-2-hydroxy-propyl]-1-Methyl-2,3-dihydro-1,4-benzodiazepin-5-one